2,5-dichloro-N-(2-fluoro-3-(4,4,5,5-tetramethyl-1,3,2-dioxaborolan-2-yl)phenyl)-3-(hydroxymethyl)benzenesulfonamide ClC1=C(C=C(C=C1CO)Cl)S(=O)(=O)NC1=C(C(=CC=C1)B1OC(C(O1)(C)C)(C)C)F